O=C1NC(CCC1N1C(N(C2=C1C=CC=C2C#C[C@H]2CN(CCO2)C(=O)OC(C)(C)C)C)=O)=O tert-butyl (2S)-2-[2-[1-(2,6-dioxo-3-piperidyl)-3-methyl-2-oxo-benzimidazol-4-yl] ethynyl]morpholine-4-carboxylate